N-[5-(1H-benzimidazol-2-yl)-1H-pyrazol-3-yl]-4-cyano-benzamide N1C(=NC2=C1C=CC=C2)C2=CC(=NN2)NC(C2=CC=C(C=C2)C#N)=O